NC1=C(C(=NN1[C@H]1CN(CC1)C(C#CC)=O)C1=CC=C(C=C1)OC1CCCCC1)C(=O)N (R)-5-amino-1-(1-(2-butynoyl)pyrrolidin-3-yl)-3-(4-(cyclohexyloxy)phenyl)-1H-pyrazole-4-carboxamide